(4-Chloropyrimidin-2-yl)methylamine hydrochloride Cl.ClC1=NC(=NC=C1)CN